((1r,4r)-4-((4-(6-((6-cyano-8-cyclopentyl-7-oxo-7,8-dihydropyrido[2,3-d]pyrimidin-2-yl)amino)pyridin-3-yl)piperidin-1-yl)methyl)cyclohexyl)methyl methanesulfonate CS(=O)(=O)OCC1CCC(CC1)CN1CCC(CC1)C=1C=NC(=CC1)NC=1N=CC2=C(N1)N(C(C(=C2)C#N)=O)C2CCCC2